5-(2-Fluoro-4-iodo-phenylamino)-imidazo[1,5-a]pyridine-6-carboxylic acid ((R)-2,3-dihydroxy-propoxy)-amide O[C@@H](CONC(=O)C=1C=CC=2N(C1NC1=C(C=C(C=C1)I)F)C=NC2)CO